C(C)OC(=C)C1=CN=C(S1)N1C2CN(C(C1)C2)C(=O)OC(C)(C)C tert-butyl 5-(5-(1-ethoxyvinyl)thiazol-2-yl)-2,5-diazabicyclo[2.2.1]heptane-2-carboxylate